(S)-5-benzyl-N-(5-methyl-4-oxo-8-(3-oxa-9-azaspiro[5.5]undecan-9-yl)-2,3,4,5-tetrahydrobenzo[b][1,4]oxazepin-3-yl)-1H-1,2,4-triazole-3-carboxamide C(C1=CC=CC=C1)C1=NC(=NN1)C(=O)N[C@@H]1C(N(C2=C(OC1)C=C(C=C2)N2CCC1(CCOCC1)CC2)C)=O